C(CCC)OC(=C)C=1C=C(C2=C(N(C(=N2)C)C(C)C)C1)F 6-(1-butoxyvinyl)-4-fluoro-1-isopropyl-2-methyl-1H-benzimidazole